BrC1=C(C(NC=C1)=O)Cl 4-bromo-3-chloropyridin-2(1H)-one